NC[C@@H]1CC[C@H](CC1)C(=O)O trans-4-aminomethylcyclohexanecarboxylic acid